(S)-1-(1-(3-chlorophenyl)-2-hydroxyethyl)-4-(3-(2-isopropoxypyridin-4-yl)-1H-indazol-5-yl)pyridin-2(1H)-one ClC=1C=C(C=CC1)[C@@H](CO)N1C(C=C(C=C1)C=1C=C2C(=NNC2=CC1)C1=CC(=NC=C1)OC(C)C)=O